OC1CCN(CC1)C1=CC=C(NC=2N=CC3=C(N2)N(C(C(=C3)N3CCN(C2=C(C=CC=C32)C)C(C=C)=O)=O)C)C=C1 2-[4-(4-hydroxy-1-piperidyl)anilino]-8-methyl-6-(5-methyl-4-prop-2-enoyl-2,3-dihydroquinoxalin-1-yl)pyrido[2,3-d]pyrimidin-7-one